Methyl N-(4-(2-chloro-4-fluorophenyl)-2-oxo-2H-pyrano[2,3-b]pyridin-7-yl)-N-methyl-D-alaninate ClC1=C(C=CC(=C1)F)C1=CC(OC2=NC(=CC=C21)N([C@H](C)C(=O)OC)C)=O